1-(3-(4-(trifluoromethyl)phenyl)-7,8-dihydropyrido[4,3-c]pyridazin-6(5H)-yl)prop-2-en-1-one FC(C1=CC=C(C=C1)C1=CC2=C(N=N1)CCN(C2)C(C=C)=O)(F)F